N-(1-cyclobutyl-6-(1-cyclopropyl-1-hydroxyethyl)-4-fluoro-1H-benzo[d]imidazol-2-yl)-3,3-dimethylbutanamide C1(CCC1)N1C(=NC2=C1C=C(C=C2F)C(C)(O)C2CC2)NC(CC(C)(C)C)=O